methyl (1,7-dichloro-2,6-naphthyridin-3-yl)benzoate ClC1=NC(=CC2=CN=C(C=C12)Cl)C1=C(C(=O)OC)C=CC=C1